NCCOCCO[NH-] 2-(2-aminoethoxy)ethoxyamide